C(C)(C)(C)OC(=O)N1CC2(C1)C[C@@H]([C@H](CC2)NC2=CC=C1C(=NN(C1=C2)C)C=2C(=NC(=CC2)OCC2=CC=CC=C2)OCC2=CC=CC=C2)C.COC2(CCOCC2)OC 4,4-dimethoxydihydro-2H-pyran tert-butyl-(6s,7s)-7-((3-(2,6-bis(benzyloxy)pyridin-3-yl)-1-methyl-1H-indazol-6-yl)amino)-6-methyl-2-azaspiro[3.5]nonane-2-carboxylate